2-nitro-ethyl acetoacetate C(CC(=O)C)(=O)OCC[N+](=O)[O-]